4-(4-(2-oxa-6-azabicyclo[5.1.0]octan-6-yl)-6-chloro-8-fluoro-2-((1-(morpholinomethyl)cyclopropyl)methoxy)quinazolin-7-yl)-7-fluorobenzo[d]thiazol-2-amine C12OCCCN(C2C1)C1=NC(=NC2=C(C(=C(C=C12)Cl)C1=CC=C(C2=C1N=C(S2)N)F)F)OCC2(CC2)CN2CCOCC2